tert-butyl 4-(2-((6-(5-(((cyclohexyloxy)carbonyl)amino)-6-methylpyridin-3-yl)benzo[d]thiazol-2-yl)amino)-2-oxoethyl)-3-methylpiperazine-1-carboxylate C1(CCCCC1)OC(=O)NC=1C=C(C=NC1C)C1=CC2=C(N=C(S2)NC(CN2C(CN(CC2)C(=O)OC(C)(C)C)C)=O)C=C1